FC=1C=C(CC2=CC(=NC=C2)N2N=C(C=C2C)C(=O)N)C=C(C1)C(F)(F)F 1-(4-(3-Fluoro-5-(trifluoromethyl)benzyl)pyridin-2-yl)-5-methyl-1H-pyrazol-3-carboxamid